C(C1=CC=CC=C1)OC1CC(C1)=CC=1N=C2N(C=CC(=C2)C2=C(C(=CC=C2OC)Cl)Cl)C1 2-((3-(benzyloxy)cyclobutylidene)methyl)-7-(2,3-dichloro-6-methoxyphenyl)imidazo[1,2-a]pyridine